ClC1=CC=C(C(=O)\N=C/2\N(C(N(S2)CC2=CC=C(C=C2)Cl)=O)COC(CCC(=O)O)=O)C=C1 4-({(5Z)-5-[(4-chlorobenzoyl)imino]-2-[(4-chlorophenyl)methyl]-3-oxo-1,2,4-thiadiazolidin-4-yl}methoxy)-4-oxobutanoic acid